benzyl 2-(benzyloxy)-4-(N-((5-cyclopentylpyridin-2-yl)methyl)-2,2,2-trifluoroacetamido)benzoate C(C1=CC=CC=C1)OC1=C(C(=O)OCC2=CC=CC=C2)C=CC(=C1)N(C(C(F)(F)F)=O)CC1=NC=C(C=C1)C1CCCC1